9-oxa-2,6-diazaspiro[4.5]Decane-2-carboxamide C1N(CCC12NCCOC2)C(=O)N